1-isopropyl-N-((5-(2-methoxypyridin-4-yl)-2,3-dihydro-1H-inden-4-yl)carbamoyl)-2-oxo-1,2-dihydropyrimidine-5-sulfonamide sodium salt [Na].C(C)(C)N1C(N=CC(=C1)S(=O)(=O)NC(NC1=C2CCCC2=CC=C1C1=CC(=NC=C1)OC)=O)=O